(3-(6-methoxypyrimidin-4-yl)-3-azabicyclo[3.2.1]oct-8-yl)(5-phenyl-4,5-dihydro-1H-pyrazol-1-yl)methanone 3,7-dimethylocta-2,6-dien-1-yl-acetate CC(=CCCC(=O)O)CCC=C(C)C.COC1=CC(=NC=N1)N1CC2CCC(C1)C2C(=O)N2N=CCC2C2=CC=CC=C2